2-(2',5'-Difluoro-[1,1'-biphenyl]-4-yl)-N-(methyl-d3)-N-(4-methyl-5-sulfamoyl-thiazol-2-yl)acetamide FC1=C(C=C(C=C1)F)C1=CC=C(C=C1)CC(=O)N(C=1SC(=C(N1)C)S(N)(=O)=O)C([2H])([2H])[2H]